BrC1=C2CCC(C2=C(C=C1)F)=O 4-bromo-7-fluoro-2,3-dihydro-1H-inden-1-one